(R)-1-(4-((1-(3-(difluoromethyl)-2-fluorophenyl)ethyl)amino)-7-oxo-7H-pyrano[2,3-d]pyrimidin-6-yl)-3-methylurea FC(C=1C(=C(C=CC1)[C@@H](C)NC=1C2=C(N=CN1)OC(C(=C2)NC(=O)NC)=O)F)F